C(C)(=O)O[C@H]1O[C@@H](C[C@H]1OC(C)=O)[C@H](CC#C)OC(C)=O (2R,3R,5S)-5-((S)-1-acetoxybut-3-yn-1-yl)tetrahydrofuran-2,3-diyl diacetate